(S)-Methyl 6-(1,4-dimethyl-1H-1,2,3-triazol-5-yl)-4-((3-fluoropyridin-2-yl)(tetrahydro-2H-pyran-4-yl)methyl)-1-methyl-1,4-dihydropyrazolo[3',4':4,5]pyrrolo[3,2-b]pyridine-3-carboxylate CN1N=NC(=C1C=1C=C2C(=NC1)C1=C(N2[C@@H](C2CCOCC2)C2=NC=CC=C2F)C(=NN1C)C(=O)OC)C